C(C)(C)(C)C1=CC=C(C(=O)N/N=C(\C)/C2=CC=C(C=C2)C)C=C1 (E)-4-(tert-butyl)-N'-(1-(p-tolyl)ethylidene)benzohydrazide